C1(CC1)C1=CC=C(C=C1)C(C(=O)NCC=1SC=C2C1CN(C2=O)C2C(NC(CC2)=O)=O)=O 2-(4-cyclopropylphenyl)-N-((5-(2,6-dioxopiperidin-3-yl)-4-oxo-5,6-dihydro-4H-thieno[3,4-c]pyrrol-1-yl)methyl)-2-oxoacetamide